ClC1=CC(=C2C(=N1)N(N=C2)[C@H]2[C@@H]([C@@H]([C@H](O2)COP(=O)(O)CP(O)(O)=O)O)O)NS(=O)(=O)C2=C(C=CC=C2)F (((((2R,3S,4R,5R)-5-(6-chloro-4-((2-fluorophenyl)sulfonamido)-1H-pyrazolo[3,4-b]pyridin-1-yl)-3,4-dihydroxytetrahydrofuran-2-yl)methoxy)(hydroxy)phosphoryl)methyl)phosphonic acid